5-[(2S)-2-(trifluoromethyl)pyrrolidin-1-yl]pyrazin-2-amine FC([C@H]1N(CCC1)C=1N=CC(=NC1)N)(F)F